C1=NC=CC=2N(C=3C=CC=CC3C21)C2=C(C(=C(C(=C2N2C1=C(C=3C=CC=CC23)C=NC=C1)C=1OC2=C(N1)C=CC=C2)N2C1=C(C=3C=CC=CC23)C=NC=C1)N1C2=C(C=3C=CC=CC13)C=NC=C2)C=2OC1=C(N2)C=CC=C1 2,2'-(2,3,5,6-tetrakis(5H-pyrido[4,3-b]indol-5-yl)-1,4-phenylene)bis(benzo[d]oxazole)